6-methylene-3-benzazocine C=C1CC=NC=CC2=C1C=CC=C2